tert-butyl ((1r,3r)-3-(4-(2-(4-((4-(5-methyl-1,2,4-oxadiazol-3-yl)pyrimidin-2-yl) oxy)phenyl)propan-2-yl)phenoxy)cyclobutyl)carbamate CC1=NC(=NO1)C1=NC(=NC=C1)OC1=CC=C(C=C1)C(C)(C)C1=CC=C(OC2CC(C2)NC(OC(C)(C)C)=O)C=C1